Tert-butyl ((S)-4-morpholino-1,4-dioxo-1-(((S)-4-phenyl-1-(4,4,5,5-tetramethyl-1,3,2-dioxaborolan-2-yl)butyl)amino)butan-2-yl)carbamate O1CCN(CC1)C(C[C@@H](C(N[C@H](CCCC1=CC=CC=C1)B1OC(C(O1)(C)C)(C)C)=O)NC(OC(C)(C)C)=O)=O